1-[5-(2-fluorophenyl)-1-{[3-(3-methoxypropoxy)phenyl]sulfonyl}-1H-pyrrol-3-yl]-N-methylmethylamine hydrochloride Cl.FC1=C(C=CC=C1)C1=CC(=CN1S(=O)(=O)C1=CC(=CC=C1)OCCCOC)CNC